NC1(CC1)C(=O)NC=1C=NC=CC1 1-amino-N-(pyridin-3-yl)cyclopropane-1-carboxamide